3-(acryloxymethyl)-2-pentafluoroethyloxetane C(C=C)(=O)OCC1C(OC1)C(C(F)(F)F)(F)F